1-((tert-butyldimethylsilyl)oxy)propan-2-yl ((4-aminophenyl)(imino)methyl)carbamate NC1=CC=C(C=C1)C(=N)NC(OC(CO[Si](C)(C)C(C)(C)C)C)=O